C(C)(CC)N1N=C(C=CC1=O)Cl (sec-butyl)-6-chloropyridazin-3(2H)-one